C(CCCCCCCCCCCCCCCCC)OC=1C=C(C(=O)OCC(=O)O[C@@]2([C@H]([C@@H](O[C@@H]2COP(=O)([C@@]2([C@H]([C@@H](O[C@@H]2COC(C2=CC=C(C=C2)OC)(C2=CC=C(C=C2)OC)C2=CC=CC=C2)N2C(=O)NC(=O)C=C2)F)O)OCCC#N)N2C=NC=3C(=O)NC(NC(C(C)C)=O)=NC23)F)O)C=C(C1OCCCCCCCCCCCCCCCCCC)OCCCCCCCCCCCCCCCCCC 5'-O-((2-cyanoethoxy)(5'-O-(4,4'-dimethoxytrityl)-2'-fluorodeoxyuridin-3'-yl)phosphoryl)-2'-fluoro-N2-isobutyryldeoxyguanosine-3'-yl 2-((3,4,5-tris(octadecyloxy)benzoyl)oxy)acetate